12-({2-oxo-3-phenyl-2H-pyrano[3,2-c]pyridin-7-yl}oxy)dodecyl prop-2-enoate C(C=C)(=O)OCCCCCCCCCCCCOC1=CC2=C(C=N1)C=C(C(O2)=O)C2=CC=CC=C2